[Br-].C[N+](CCNC(C=C)=O)(CCCCCCCCCCCC)C dimethyl-dodecyl-(2-acrylamidoethyl)ammonium bromide